N1N=CC(=C1)NC1=NC=C(C=N1)C(F)(F)F N-(1H-pyrazol-4-yl)-5-(trifluoromethyl)pyrimidin-2-amine